7-methoxy-2-((2-morpholinopyridin-3-yl)methyl)pyrazolo[1,5-c]quinazolin-5-amine COC1=CC=CC=2C=3N(C(=NC12)N)N=C(C3)CC=3C(=NC=CC3)N3CCOCC3